tert-Butyl (2S)-2-((4-methyl-3-((1-(2-methyl-7-oxazol-2-yl-5-quinolyl)cyclopropyl) carbamoyl)phenoxy)methyl)azetidine-1-carboxylate CC1=C(C=C(OC[C@H]2N(CC2)C(=O)OC(C)(C)C)C=C1)C(NC1(CC1)C1=C2C=CC(=NC2=CC(=C1)C=1OC=CN1)C)=O